N-[5-[(4-Ethylpiperazin-1-yl)methyl]pyridin-2-yl]-5-fluoro-4-(7-propan-2-ylthieno[3,2-b]pyridin-2-yl)pyrimidin-2-amine C(C)N1CCN(CC1)CC=1C=CC(=NC1)NC1=NC=C(C(=N1)C1=CC2=NC=CC(=C2S1)C(C)C)F